osmium(II) hexafluorophosphate F[P-](F)(F)(F)(F)F.[Os+2].F[P-](F)(F)(F)(F)F